C(C)OC1=CC=C(C=C1)[C@H]1[C@@H](CN(CC1)C)CO (3S,4R)-4-(4-ethoxyphenyl)-3-hydroxymethyl-1-methylpiperidine